ClC(C(C(F)(F)F)(F)F)F 3-chloro-1,1,1,2,2,3-hexafluoropropane